C1(=CC=CC=C1)C1=C(C=CC=2SC3=C(C21)C=CC=C3)C(C3=CC=C(C=C3)OC(C)OCC)(OC)OC Phenyl-2-{dimethoxy-[4-(1-ethoxyethyl)oxyphenyl]methyl}dibenzothiophene